C(C)(C)(C)OC(NCC=1C=NN(C1)S(=O)(=O)C)=O ((1-(methylsulfonyl)-1H-pyrazol-4-yl)methyl)-carbamic acid tert-butyl ester